(S)-N1-(4-(3-isopropyl-2H-indazol-5-yl)pyrimidin-2-yl)cyclopentane-1,3-diamine HCl salt Cl.C(C)(C)C=1NN=C2C=CC(=CC12)C1=NC(=NC=C1)N[C@@H]1CC(CC1)N